N-[4-(3-cyanophenyl)-5-(2,6-dimethyl-4-pyridyl)thiazol-2-yl]-3-morpholino-azetidine-1-carboxamide C(#N)C=1C=C(C=CC1)C=1N=C(SC1C1=CC(=NC(=C1)C)C)NC(=O)N1CC(C1)N1CCOCC1